N-(imidazo[1,2-a]pyridin-7-yl)-2-((2R,5S)-5-methyl-2-(2-(1-methylpiperidin-3-yl)benzo[d]thiazol-5-yl)piperidin-1-yl)-2-oxoacetamide N=1C=CN2C1C=C(C=C2)NC(C(=O)N2[C@H](CC[C@@H](C2)C)C=2C=CC1=C(N=C(S1)C1CN(CCC1)C)C2)=O